D-2-amino-3,5-dibromo-6-(cyclopropylmethyl)pyrazine NC1=NC(=C(N=C1Br)Br)CC1CC1